BrC1=CC(=C(C=C1)NC=1N(C(C=C2CCN(C(C12)=O)OC[C@H](C)O)=O)C)F (S)-8-((4-bromo-2-fluorophenyl)amino)-2-(2-hydroxypropoxy)-7-methyl-3,4-dihydro-2,7-naphthyridine-1,6(2h,7h)-dione